N-Fmoc-L-Leucine C(=O)(OCC1C2=CC=CC=C2C2=CC=CC=C12)N[C@@H](CC(C)C)C(=O)O